farnesylacetone C(C=C(C)CCC=C(C)CCC=C(C)C)CC(C)=O